1-(3-(tert-butyl)-1-(pyridin-3-yl)-1H-pyrazol-5-yl)-3-(2-fluoro-4-((3-oxo-3,4-dihydropyrido[2,3-b]pyrazin-8-yl)oxy)phenyl)urea C(C)(C)(C)C1=NN(C(=C1)NC(=O)NC1=C(C=C(C=C1)OC1=CC=NC=2NC(C=NC21)=O)F)C=2C=NC=CC2